1-(2-fluoropyrimidin-4-yl)piperidin-3-yl (1-(2-(methyl (2-(p-tolyl-oxy)ethyl)amino)-2-oxoethyl)-1H-pyrazol-4-yl)carbamate CN(C(CN1N=CC(=C1)NC(OC1CN(CCC1)C1=NC(=NC=C1)F)=O)=O)CCOC1=CC=C(C=C1)C